1-(4-(7-(cyclopentylmethyl)-1-fluoro-3,8,9,10-tetrahydrocyclohepta[e]indazol-6-yl)phenyl)piperidine-4-carbaldehyde C1(CCCC1)CC1=C(C2=C(C=3C(=NNC3C=C2)F)CCC1)C1=CC=C(C=C1)N1CCC(CC1)C=O